C(#N)C1(CCN(CC1)C(=O)NC=1SC(=C(N1)C1=CC(=CC=C1)C#N)C1=CC(=NC(=C1)C)C(C)(C)O)C 4-cyano-N-[4-(3-cyanophenyl)-5-[2-(1-hydroxy-1-methyl-ethyl)-6-methyl-4-pyridinyl]thiazol-2-yl]-4-methyl-piperidine-1-carboxamide